FC=1C=NC=C(C1CN1C(N([C@H](C2=CC=C(C=C12)C(=O)NCC1=C(C=C(C=C1F)F)F)C)C)=O)F (S)-1-((3,5-difluoropyridin-4-yl)methyl)-3,4-dimethyl-2-oxo-N-(2,4,6-trifluorobenzyl)-1,2,3,4-tetrahydroquinazoline-7-carboxamide